4-bromo-5-fluoro-2-methyl-phenylamine BrC1=CC(=C(C=C1F)N)C